ClC1=C(OC2=C(C(=O)N)C=CC=N2)C=CC(=C1)CC(=O)NC1=NC2=C(N1CC1CC1)C=C(C=C2)C(F)(F)F 2-(2-chloro-4-(2-((1-(cyclopropylmethyl)-6-(trifluoro-methyl)-1H-benzo[d]-imidazol-2-yl)-amino)-2-oxo-ethyl)phenoxy)-nicotinamide